ClC1=C(C=2N=C(N=C(C2C(=N1)C#N)O)SC)F 7-chloro-8-fluoro-4-hydroxy-2-(methylthio)pyrido[4,3-d]pyrimidine-5-carbonitrile